N,N'-bis(2,2,6,6-tetramethyl-4-piperidyl)-hexa-methylenediamine CC1(NC(CC(C1)NCCCCCCNC1CC(NC(C1)(C)C)(C)C)(C)C)C